8-bromo-6-iodo-[1,2,4]triazolo[4,3-a]pyridin BrC=1C=2N(C=C(C1)I)C=NN2